methyl 1-(((5-bromo-1,3,4-thiadiazol-2-yl)methyl)amino)cyclopropane-1-carboxylate BrC1=NN=C(S1)CNC1(CC1)C(=O)OC